C(C)OC(=O)C1=C(N=C(S1)N1CC(N(CC1)C(=O)C1=CC=C2C(=N1)C(CN2C2=CC(=C(C=C2)Cl)F)(C)C)(C)C)C(F)(F)F 2-(4-(1-(4-chloro-3-fluorophenyl)-3,3-dimethyl-2,3-dihydro-1H-pyrrolo[3,2-b]pyridine-5-carbonyl)-3,3-dimethylpiperazin-1-yl)-4-(trifluoromethyl)thiazole-5-carboxylic acid ethyl ester